Arsenite Sodium [Na+].[As]([O-])([O-])[O-].[Na+].[Na+]